IC=1C=C(C=NC1C)CNCC[C@]1(CCOC2(CCCC2)C1)C1=NC=CC=C1 [(5-iodo-6-methylpyridin-3-yl)methyl]({2-[(9R)-9-(pyridin-2-yl)-6-oxaspiro[4.5]decan-9-yl]ethyl})amine